Cl[C@]1(O)[C@](O)([C@](O)([C@H](O1)C(O)CCCCC)CCCCC)CCCCC 1-chloro-2,3,5-tripentyl-beta-D-ribose